C(C)N1C2=C(C=CC1=O)N(C=C2C2=CC(=NC(=C2)OC2CCC(CC2)C(F)(F)F)C)S(=O)(=O)C2=CC=C(C=C2)C rel-4-ethyl-3-(2-methyl-6-{[(1r,4r)-4-(trifluoromethyl)-cyclohexyl]oxy}pyridin-4-yl)-1-(4-methylbenzenesulfonyl)-1H,4H,5H-pyrrolo[3,2-b]pyridin-5-one